2-(2-(4-bromophenyl)-1-chloroethyl)-1,3-dichlorobenzene BrC1=CC=C(C=C1)CC(Cl)C1=C(C=CC=C1Cl)Cl